C1=CC(=CC=C1N=NC2C(=NN(C2=O)C3=CC=C(C=C3)S(=O)(=O)[O-])C(=O)[O-])S(=O)(=O)[O-].[Na+].[Na+].[Na+] The molecule is an organic sodium salt which is the trisodium salt of tartrazine acid. A synthetic lemon yellow azo dye used as a food colouring. It has a role as a histological dye and a food colouring. It contains a tartrazine(3-).